(8-(4-chloro-6-ethyl-1-methyl-1H-benzo[d]imidazol-5-yl)indolizin-3-yl)methanone ClC1=C(C(=CC=2N(C=NC21)C)CC)C2=CC=CN1C(=CC=C21)C=O